N-(methyl(oxo)(pyridin-4-ylmethyl)-λ6-sulfaneylidene)-4-(5-(trifluoromethyl)-1,2,4-oxadiazol-3-yl)benzamide CS(=NC(C1=CC=C(C=C1)C1=NOC(=N1)C(F)(F)F)=O)(CC1=CC=NC=C1)=O